C(C)(C)(C)OC(=O)N1C[C@H]([C@@H](C1)C1=CC=CC=C1)NC=1SC2=C(C=NC=C2)N1.C(C)OCCOCC#CC1=NC(=CC(=C1)OCC1=CC=C(C=C1)OC)OCC1=CC=C(C=C1)OC |r| 2-(3-(2-ethoxyethoxy)prop-1-yn-1-yl)-4,6-bis((4-methoxybenzyl)oxy)pyridine tert-Butyl-(±)-trans-4-phenyl-3-([1,3]thiazolo[4,5-c]pyridin-2-ylamino)pyrrolidine-1-carboxylate